(S)-2-(1-(3-chloro-5-fluorophenyl)-1H-pyrazol-4-yl)-N-(3-cyclopropyl-1H-pyrazol-5-yl)propanamide ClC=1C=C(C=C(C1)F)N1N=CC(=C1)[C@@H](C(=O)NC1=CC(=NN1)C1CC1)C